7-((3S,4S)-4-amino-3-methyl-2-oxa-8-azaspiro[4.5]decane-8-yl)-3-(2,3-dichlorophenyl)pteridine-2,4(1H,3H)-dione N[C@@H]1[C@@H](OCC12CCN(CC2)C2=CN=C1C(N(C(NC1=N2)=O)C2=C(C(=CC=C2)Cl)Cl)=O)C